N[C@H]1[C@@H](CN(CC1)C1=C(C=NC2=CC=C(C=C12)C1=C(C(=CC(=C1C)F)F)O)C1=CC(=CC(=C1)F)F)OC 2-{4-[trans-4-Amino-3-methoxypiperidin-1-yl]-3-(3,5-difluorophenyl)chinolin-6-yl}-4,6-difluoro-3-methylphenol